4-chloro-2-(1-methyl-1H-imidazol-2-yl)-5,6-bis(pyridin-3-yl)pyrrolo[2,1-f][1,2,4]triazine ClC1=NC(=NN2C1=C(C(=C2)C=2C=NC=CC2)C=2C=NC=CC2)C=2N(C=CN2)C